5-((((3-bromophenyl)(phenyl)methyl)sulfinyl)methyl)thiazole BrC=1C=C(C=CC1)C(S(=O)CC1=CN=CS1)C1=CC=CC=C1